[Cl-].NC1=C[N+](=NO1)CC=1C=NC=CC1 5-amino-3-(pyridin-3-ylmethyl)-1,2,3-oxadiazol-3-ium chloride